3-(1-(5-((2-aminophenyl)amino)-5-oxopentyl)-1H-pyrazol-4-yl)quinoxaline NC1=C(C=CC=C1)NC(CCCCN1N=CC(=C1)C=1C=NC2=CC=CC=C2N1)=O